(2S,5S)-5-benzyl-2-tert-butyl-3-methyl-4-imidazolidinone perchlorate Cl(=O)(=O)(=O)O.C(C1=CC=CC=C1)[C@H]1C(N([C@H](N1)C(C)(C)C)C)=O